C(C)(C)(C)NC([C@@H](C(C)C)NS(=O)(=O)C1=C(C=C(C(=C1)OC)Br)Br)=O (R)-N-(tert-butyl)-2-((2,4-dibromo-5-methoxyphenyl)sulfonamido)-3-methylbutanamide